C(C)(=O)NC=1C=CC(=C(C1)S(=O)(=O)NC1=CC=C(C=C1)C(C=1C=C(C=CC1C)[NH-])C=1C=C(C=CC1C)[NH-])C ((4-(5-acetamido-2-methylbenzenesulfonamido)phenyl)methylene)bis(4-methyl-3,1-phenylene)diamide